ClC=1C=C2C(=CC(=NC2=CC1)C(F)(F)F)NCC1N(CC1N1N=C(C=C1C)C)C(=O)N (((6-Chloro-2-(trifluoromethyl)quinolin-4-yl)amino)methyl)-3-(3,5-dimethyl-1H-pyrazol-1-yl)azetidine-1-carboxamide